F\C=C/1\C[C@@]2(CCCN2C1)CO (S,Z)-(2-(Fluoromethylene)tetrahydro-1H-pyrrolizin-7a(5H)-yl)methanol